Neodymium (III) chloride hydrate O.[Cl-].[Nd+3].[Cl-].[Cl-]